2-[1-[3-(5-bromothiazol-2-yl)pyrazin-2-yl]ethyl]isoindoline-1,3-dione BrC1=CN=C(S1)C=1C(=NC=CN1)C(C)N1C(C2=CC=CC=C2C1=O)=O